CC1=NC=C(C=N1)[C@@H](C)N (1R)-1-(2-methylpyrimidin-5-yl)ethylamine